OC1(CC(C1)OC)C(=O)O 1-hydroxy-3-methoxycyclobutane-1-carboxylic acid